[3,4'-bipyridin]-6(1H)-one N1C=C(C=CC1=O)C1=CC=NC=C1